ClC1=CC(=C(C(=C1)F)C1=NC(=NC2=C1N=C(N(C2=O)C)C)N2C[C@@H](OCC2)C2=CC(=NC=C2)C)F 8-(4-chloro-2,6-difluoro-phenyl)-2,3-dimethyl-6-[(2S)-2-(2-methyl-4-pyridyl)morpholin-4-yl]pyrimido[5,4-d]pyrimidin-4-one